N-({6-[(3S,5R)-5-cyclohexyl-morpholin-3-yl]imidazo[1,2-a]pyridin-2-yl}methyl)-4-oxo-4H-pyrido[1,2-a]pyrimidine-2-carboxamide C1(CCCCC1)[C@@H]1COC[C@@H](N1)C=1C=CC=2N(C1)C=C(N2)CNC(=O)C=2N=C1N(C(C2)=O)C=CC=C1